monocalcium dilactate C(C(O)C)(=O)[O-].C(C(O)C)(=O)[O-].[Ca+2]